C1(=CC=CC2=CC3=CC=CC=C3C=C12)NC1CCC(CC1)=O 4-(anthracylamino)cyclohexanone